O1CC[C@@H](C2=CC=CC=C12)NC(=O)C=1C=C(C=CC1)C(C)N1C(NC(CC1=O)(CC)CC)=[NH2+] [1-[1-[3-[[(4S)-chroman-4-yl]carbamoyl]phenyl]ethyl]-4,4-diethyl-6-oxo-hexahydropyrimidin-2-ylidene]ammonium